NC1=C2C(=C3C(=N1)C=CS3)N(C(=N2)CCCC)CC2=CC=C(CNCCNC(OC(C)(C)C)=O)C=C2 tert-butyl (2-((4-((4-amino-2-butyl-1H-imidazo[4,5-d]thieno[3,2-b]pyridin-1-yl)methyl)benzyl)amino)ethyl)carbamate